FC1=C(C=C2C(C(=COC2=C1C)[Sn](C)(C)C)=O)CNCCOC 7-fluoro-6-[(2-methoxyethylamino)methyl]-8-methyl-3-trimethylstannyl-chromen-4-one